FC1(CCC(CC1)NC1=NC(=CC(=N1)C=1SC=C(N1)C)C=1SC=C(N1)C)F N-(4,4-difluorocyclohexyl)-4,6-bis(4-methylthiazol-2-yl)pyrimidin-2-amine